O=C([C@H](O)[C@H](O)[C@H](O)CO)[O-] (D)-ribonate